N-[3-[[2-(5-Chloro-2-hydroxy-phenyl)acetyl]amino]phenyl]-2,2-dimethyl-propanamide ClC=1C=CC(=C(C1)CC(=O)NC=1C=C(C=CC1)NC(C(C)(C)C)=O)O